C(CC#C)OC(NC1=NC(=CC=C1)CO\N=C(\C1=CC=CC=C1)/C1=NN=NN1C)=O {6-[({[(Z)-(1-Methyl-1H-tetrazol-5-yl)(phenyl)methylene]amino}oxy)methyl]pyridin-2-yl}carbamic acid but-3-yne-1-yl ester